BrC=1C=C(C(=C(C1)OC)C=COC)OC 5-bromo-1,3-dimethoxy-2-(2-methoxyvinyl)benzene